diethoxy(glycidoxypropyl)methylsilane C(C)O[Si](C)(CCCOCC1CO1)OCC